4-bromo-N1-(2-chlorobenzyl)benzene-1,2-diamine BrC=1C=C(C(=CC1)NCC1=C(C=CC=C1)Cl)N